ClC1=NC=C(C(=O)NOC)C(=C1)NC1=C(C=C(C=C1)C#C)N(S(=O)(=O)C)C 6-Chloro-4-((4-ethynyl-2-(N-methylmethylsulfonamido)phenyl)amino)-N-methoxynicotinamide